BrC=1C=C(C(=C(C1)S(=O)(=O)Cl)O)C 5-bromo-2-hydroxy-3-methylbenzenesulfonyl chloride